(1R,2S,3S,Z)-2-methyl-5-(2-((1R,3aS,7aR,E)-7a-methyl-1-((S)-1-morpholinopropane-2-yl)octahydro-4H-inden-4-ylidene)ethylidene)-4-methylenecyclohexane-1,3-diol C[C@H]1[C@@H](C/C(/C([C@H]1O)=C)=C/C=C\1/[C@@H]2CC[C@@H]([C@]2(CCC1)C)[C@@H](CN1CCOCC1)C)O